4-(6,7-dimethyl-3H-imidazo[4,5-b]pyridine-3-yl)-2,2-dimethyl-2H-benzo[e][1,3]thiazine CC=1C(=C2C(=NC1)N(C=N2)C2=NC(SC1=C2C=CC=C1)(C)C)C